(2s)-2-[(3s)-1-{[2-(cyclopropyloxy)-4-{[tri(propan-2-yl)silyl]ethynyl}phenyl]methyl}piperidin-3-yl]propane-1,2-diol C1(CC1)OC1=C(C=CC(=C1)C#C[Si](C(C)C)(C(C)C)C(C)C)CN1C[C@H](CCC1)[C@](CO)(C)O